1-(4-((2-(1-(2-cyanoacetyl)piperidin-4-yl)-5-oxo-5,6-dihydropyrimido[4,5-d]pyridazin-4-yl)amino)phenyl)piperidine-4-carboxylic acid C(#N)CC(=O)N1CCC(CC1)C=1N=C(C2=C(C=NNC2=O)N1)NC1=CC=C(C=C1)N1CCC(CC1)C(=O)O